3-(Aminomethyl)anilin NCC=1C=C(N)C=CC1